(S)-2-amino-N-(1-(7-fluoro-8-((1-methyl-1H-pyrazol-4-yl)ethynyl)-1-oxo-2-phenyl-1,2-dihydroisoquinolin-3-yl)ethyl)-5-(methoxy-d3)pyrazolo[1,5-a]pyrimidine-3-carboxamide NC1=NN2C(N=C(C=C2)OC([2H])([2H])[2H])=C1C(=O)N[C@@H](C)C=1N(C(C2=C(C(=CC=C2C1)F)C#CC=1C=NN(C1)C)=O)C1=CC=CC=C1